ClC1=NC=CC(=C1)\C(\C)=N\S(=O)C(C)(C)C (E)-N-(1-(2-chloropyridin-4-yl)ethylidene)-2-methylpropane-2-sulfinamide